4-methyl-2-oxo-2H-chromen-7-yl ((S)-2-((R)-4-amino-2-octanamido-4-oxobutanamido)propyl)carbamate NC(C[C@H](C(=O)N[C@H](CNC(OC1=CC=C2C(=CC(OC2=C1)=O)C)=O)C)NC(CCCCCCC)=O)=O